N1(CCCCC1)CCOC1=CC=C(C(=O)NC2=CC(=CC=C2)C=2N=NN(C2)[C@@H]2OC[C@H]([C@@H]([C@H]2O)O)O)C=C1 4-(2-(piperidin-1-yl)ethoxy)-N-(3-(1-((2R,3R,4S,5R)-3,4,5-trihydroxytetrahydro-2H-pyran-2-yl)-1H-1,2,3-triazol-4-yl)phenyl)benzamide